CC1(CN(CCO1)C=1C=CC=2N(N1)C(=CN2)C=2C=C1C(=NC2)NN=C1C)C 2,2-dimethyl-4-(3-(3-methyl-1H-pyrazolo[3,4-b]pyridin-5-yl)imidazo[1,2-b]pyridazin-6-yl)morpholine